2-ethyl-5,7-difluoro-3-((3-fluoro-5-(trifluoromethyl)pyridin-2-yl)methyl)naphthalene-1,4-dione C(C)C=1C(C2=CC(=CC(=C2C(C1CC1=NC=C(C=C1F)C(F)(F)F)=O)F)F)=O